[2-[[2-cyano-5-(trifluoromethyl)-3-pyridyl]sulfanyl]ethyl]propanedinitrile C(#N)C1=NC=C(C=C1SCCC(C#N)C#N)C(F)(F)F